ClC=1C=C(C=CC1)N1N=C(C2=C1C(N(CC2)C2=CC=C1CCN(CC1=C2)C)=O)C(=O)O 1-(3-Chlorophenyl)-6-(2-methyl-3,4-dihydro-1H-isoquinolin-7-yl)-7-oxo-4,5-dihydropyrazolo[3,4-c]pyridine-3-carboxylic acid